C(C)(C)(C)OC(=O)N[C@H](C(=O)OCC)CCC(=O)C1=C(C(=CC=C1OC)Cl)Cl ethyl (2S)-2-[(tert-butoxycarbonyl)amino]-5-(2,3-dichloro-6-methoxyphenyl)-5-oxopentanoate